FC1=C(C=CC(=N1)C(=O)NC([2H])([2H])[2H])N1CCN(CC1)CC=1C(=C2NC(C=NC2=CC1)=O)F 6-fluoro-5-(4-((5-fluoro-3-oxo-4H-quinoxalin-6-yl)methyl)piperazin-1-yl)-N-(methyl-d3)pyridine-2-carboxamide